(4-(thiophen-2-yl)tetrahydro-2H-pyran-4-yl)methylamine S1C(=CC=C1)C1(CCOCC1)CN